FC(C(=O)N[C@H]1[C@@H](N(C(C1)=O)C=1C=C2C=NN(C2=CC1)C1=CN(C(C=C1)=O)C)C1=C(C=CC=C1)C)(C)F |r| racemic-trans-2,2-difluoro-N-(1-(1-(1-methyl-6-oxo-1,6-dihydropyridin-3-yl)-1H-indazol-5-yl)-5-oxo-2-(o-tolyl)pyrrolidin-3-yl)propanamide